5-(1-(1-ethylpiperidin-2-yl)ethoxy)isobenzofuran-1(3H)-one C(C)N1C(CCCC1)C(C)OC=1C=C2COC(C2=CC1)=O